C(C)(C)(C)OC(=O)N1N(C(C2=CC=C(C=C12)NC1=CC=C(C=C1)N1C(CCC1C)C)=O)C 6-((4-(2,5-dimethylpyrrolidin-1-yl)phenyl)amino)-2-methyl-3-oxo-2,3-dihydro-1H-indazole-1-carboxylic acid tert-butyl ester